methyl 1-(cyanomethyl)-3-methyl-1H-pyrazole-5-carboxylate C(#N)CN1N=C(C=C1C(=O)OC)C